S(=O)(=O)([O-])C1=CC=C(C=C1)C=1C2=CC=C(N2)C(=C2C=CC(C(=C3C=CC(=C(C=4C=CC1N4)C4=CC=C(C=C4)S(=O)(=O)[O-])N3)C3=CC=C(C=C3)S(=O)(=O)[O-])=N2)C2=CC=C(C=C2)S(=O)(=O)[O-].[Zn+2].[Zn+2] zinc 5,10,15,20-tetrakis(4-sulfonatophenyl)porphyrin